1-[3,5-bis(trifluoromethyl)phenyl]-N-[[2-(ethylamino)pyrimidin-4-yl]methyl]-5-oxopyrrolidine-3-carboxamid FC(C=1C=C(C=C(C1)C(F)(F)F)N1CC(CC1=O)C(=O)NCC1=NC(=NC=C1)NCC)(F)F